allylnickel (II) bromide C(C=C)[Ni]Br